6-[4-(Difluoromethyl)phenyl]-N-[(cis)-4-hydroxytetrahydro-furan-3-yl]-2-(1-methyl-1H-pyrazol-4-yl)-3-oxo-2,3-dihydropyridazine-4-carboxamide FC(C1=CC=C(C=C1)C=1C=C(C(N(N1)C=1C=NN(C1)C)=O)C(=O)N[C@@H]1COC[C@@H]1O)F